2,7-dichloro-9,9-dimethyl-9H-thioxanthene-10,10-dioxide ClC1=CC=2C(C3=CC(=CC=C3S(C2C=C1)(=O)=O)Cl)(C)C